CNCC(=O)N[C@@H]([C@H](C)CC)C(=O)[O-] N-methylglycyl-L-alloisoleucinate